BrC1=C(C(=O)OC)C=C(C=C1F)NC1=NC=C(C(=N1)NC(CC)CC)C(F)(F)F methyl 2-bromo-3-fluoro-5-((4-(pentan-3-ylamino)-5-(trifluoromethyl)pyrimidin-2-yl)amino)benzoate